CC1=CC=CC=2OC3=CC=CC=C3NC12 1-methyl-phenoxazine